hydroxyhexadecylsulfonic acid OCCCCCCCCCCCCCCCCS(=O)(=O)O